IC1=C(C=CC=C1)[C@H]1[C@H](C1)N(C([O-])=O)C(CC)O 1-(2-iodophenyl)-(S)-1-hydroxypropyl-(S)-2-cyclopropylcarbamate